N-(3-(4-chlorophenyl)pyridin-4-yl)-7-(methylsulfonylamino)quinazoline-2-carboxamide ClC1=CC=C(C=C1)C=1C=NC=CC1NC(=O)C1=NC2=CC(=CC=C2C=N1)NS(=O)(=O)C